6-chloro-N-(5-chloro-1-(difluoromethyl)-1H-pyrazol-4-yl)-7-(thiazol-4-yl)-1H-indole-3-sulfonamide ClC1=CC=C2C(=CNC2=C1C=1N=CSC1)S(=O)(=O)NC=1C=NN(C1Cl)C(F)F